C=1(C(N)=CC=CC1)C(=O)C(=O)O isatic acid